Methyl ((1-((3-chloro-4-(4-(5-cyano-2-((1-(methylsulfonyl)piperidin-4-yl)amino)pyrimidin-4-yl)-1H-pyrazol-1-yl)benzyl)amino)cyclopentyl)methyl)carbamate ClC=1C=C(CNC2(CCCC2)CNC(OC)=O)C=CC1N1N=CC(=C1)C1=NC(=NC=C1C#N)NC1CCN(CC1)S(=O)(=O)C